4-(2-(3-(1H-pyrazol-4-yl)benzoylamino)-1-phenyl-1H-imidazol-4-yl)butanoic acid isopropyl ester C(C)(C)OC(CCCC=1N=C(N(C1)C1=CC=CC=C1)NC(C1=CC(=CC=C1)C=1C=NNC1)=O)=O